CN1C=C(C=CC1=O)[C@@H]1OCC[C@@H](C1)C(=O)N (2R,4S)-2-(1-methyl-6-oxo-3-pyridyl)tetrahydropyran-4-carboxamide